pyridone iron [Fe].N1C(C=CC=C1)=O